2-methyl-2H-1,2,3-triazole-4-carboxylic acid tert-butyl ester C(C)(C)(C)OC(=O)C1=NN(N=C1)C